(S)-1-(3,4-difluorophenyl)-6-(5-(3,5-dimethylisoxazol-4-yl)-1-((R)-2-methyl-4,5,6,7-tetrahydrobenzo[d]thiazol-6-yl)-1H-benzo[d]imidazol-2-yl)piperidin-2-one FC=1C=C(C=CC1F)N1C(CCC[C@H]1C1=NC2=C(N1[C@H]1CC3=C(N=C(S3)C)CC1)C=CC(=C2)C=2C(=NOC2C)C)=O